N-(4-(4-amino-7-(1-(3-(dimethylamino)cyclopentyl)-1H-pyrazol-4-yl)-1-methyl-1H-pyrazolo[4,3-c]pyridin-3-yl)-2-((S)-1-(4-fluorophenyl)ethoxy)phenyl)-1,1-difluoromethanesulfonamide NC1=NC=C(C2=C1C(=NN2C)C2=CC(=C(C=C2)NS(=O)(=O)C(F)F)O[C@@H](C)C2=CC=C(C=C2)F)C=2C=NN(C2)C2CC(CC2)N(C)C